CC(CO)(CCC)O 2-methylpentane-1,2-diol